1,4-bis-(2-thianaphthyl)-2-butyl acrylate C(C=C)(=O)OC(CC1SC=CC2=CC=CC=C12)CCC1SC=CC2=CC=CC=C12